perfluorot-butylsulfonic acid, sodium salt [Na+].FC(C(C(F)(F)F)(C(F)(F)F)S(=O)(=O)[O-])(F)F